2-methyl-5-(1-methylethyl)-bicyclo[3.1.0]hex-2-ene CC=1C2CC2(CC1)C(C)C